(S)-1-((2-((R)-1-amino-2,2-dicyclopropylethyl)benzo[d]oxazol-5-yl)methyl)-4-(trifluoromethyl)imidazolidin-2-one N[C@H](C(C1CC1)C1CC1)C=1OC2=C(N1)C=C(C=C2)CN2C(N[C@@H](C2)C(F)(F)F)=O